C(C)(C)C1=C(C(=CC=C1)C(C)C)N1CN(CC1)C1=C(C=CC=C1C(C)C)C(C)C 1,3-bis(2,6-diisopropylphenyl)imidazolidine